4-(2,5-Dimethylhexan-3-yl)benzene-1,3-diol CC(C)C(CC(C)C)C1=C(C=C(C=C1)O)O